Cl.C(C)N1C(CC2=CC=CC=C12)=O ethyl-1,3-dihydro-2H-indol-2-one hydrochloride